FC1=C(C(=C(C(=C1[B-](C1=C(C(=C(C(=C1F)F)F)F)F)(C1=C(C(=C(C(=C1F)F)F)F)F)C1=C(C(=C(C(=C1F)F)F)F)F)F)F)F)F.CC1=CC=C(C=C1)[IH+] (4-methylphenyl)iodonium tetrakis(pentafluorophenyl)borate